N-[5-[benzyl(methyl)amino]-2-pyridyl]-2,2,3,3-tetramethyl-cyclopropanecarboxamide C(C1=CC=CC=C1)N(C=1C=CC(=NC1)NC(=O)C1C(C1(C)C)(C)C)C